2-ketomethylpentylsulfonate O=CC(CS(=O)(=O)[O-])CCC